3,6-dibromo-9,10-dihydrophenanthrene-9,10-diol BrC=1C=CC=2C(C(C3=CC=C(C=C3C2C1)Br)O)O